3,5-Dicyclohexyl-4-formylphenyl-2-(4-(5,11-bis(3,5-bis(trifluoromethyl)phenyl)-1,3-dioxo-1H-xantheno[2,1,9-def]isoquinolin-2(3H)-yl)phenyl)acetate C1(CCCCC1)C=1C=C(C=C(C1C=O)C1CCCCC1)C(C(=O)[O-])C1=CC=C(C=C1)N1C(C2=CC(=C3C=4C2=C(C1=O)C=C(C4OC4=CC=CC=C43)C4=CC(=CC(=C4)C(F)(F)F)C(F)(F)F)C4=CC(=CC(=C4)C(F)(F)F)C(F)(F)F)=O